CC1C(O1)O[Si](OC)(OC)OC (3-epoxypropoxy)trimethoxysilane